5-(prop-2-ylidene)cyclopent-1,3-diene CC(C)=C1C=CC=C1